5-amino-2-azabicyclo[2.2.1]heptane-2-carboxylic acid tert-butyl ester C(C)(C)(C)OC(=O)N1C2CC(C(C1)C2)N